C[C@H]1CCN(C2=C(O1)N=C1C(=C2)C=CN1)C1=C(C(=O)N)C=CC=C1 2-((S)-4-methyl-3,4-dihydro-2H-pyrrolo[3',2':5,6]pyrido[2,3-b][1,4]oxazepin-1(7H)-yl)benzamide